NC1=CC=C(C=C1)N[C@@H]1C[C@@H](N(C2=CC=C(C=C12)F)C(CC)=O)C |o1:8,10| 1-((2S*,4R*)-4-((4-aminophenyl)amino)-6-fluoro-2-methyl-3,4-dihydroquinolin-1(2H)-yl)propan-1-one